4-(4-(2H-tetrazol-2-yl)butyl)phenol N=1N(N=NC1)CCCCC1=CC=C(C=C1)O